FC=1C=C(C=CC1F)C=CC(=O)N[C@@H]([C@@H](CO)O)C1=CC2=CC=CC=C2C=C1 (1R,2S)-3-(3,4-difluoro-phenyl)-N-(2,3-dihydroxy-1-naphthalen-2-yl-propyl)-acrylamide